N-tert-butyl-2-{[2-(4-chloropyridin-2-yl)-5H,6H,7H-cyclopenta[d]pyrimidin-4-yl](methyl)amino}acetamide C(C)(C)(C)NC(CN(C)C=1C2=C(N=C(N1)C1=NC=CC(=C1)Cl)CCC2)=O